4-[4-(6-Bromo-7-{[1-(1-methylethyl)piperidin-4-yl]amino}-3H-imidazo[4,5-b]pyridin-2-yl)phenyl]-1-(3-methoxypropyl)piperazin-2-one BrC=1C(=C2C(=NC1)NC(=N2)C2=CC=C(C=C2)N2CC(N(CC2)CCCOC)=O)NC2CCN(CC2)C(C)C